((3-(4-methoxyphenyl)-1-p-toluenesulfonyl-1H-indolyl)(phenyl)methyl)diphenylphosphine COC1=CC=C(C=C1)C1=C(N(C2=CC=CC=C12)S(=O)(=O)C1=CC=C(C)C=C1)C(C1=CC=CC=C1)P(C1=CC=CC=C1)C1=CC=CC=C1